C(C)C1=C2C(=CC(=CC2=CC=C1F)O)C1=CC=C2C(=NC(=NC2=C1F)OC[C@]12CCCN2C[C@@H](C1)F)N1CC2(CCC(C1)N2)F 5-ethyl-6-fluoro-4-(8-fluoro-4-(1-fluoro-3,8-diazabicyclo[3.2.1]octan-3-yl)-2-(((2R,7aS)-2-fluorotetrahydro-1H-pyrrolizin-7a(5H)-yl)methoxy)quinazolin-7-yl)naphthalen-2-ol